C(C1=CC=CC=C1)(=O)[O-].[Na+] (e)-Sodium Benzoate